FC(C=1C=NN(C1C1=CC=C2C(=CN(C2=C1)CC(C)(C)C)[C@@H](C(F)F)NS(=O)(=O)C1CC1)C)F (S)-N-(1-(6-(4-(difluoromethyl)-1-methyl-1H-pyrazol-5-yl)-1-neopentyl-1H-indol-3-yl)-2,2-difluoroethyl)cyclopropanesulfonamide